FC=1C=C(C(=O)N[C@@H]2CC[C@H](CC2)C(C)(C)O)C=CC1C1=NC=CC2=C1C=CN2 3-fluoro-N-[trans-4-(2-hydroxypropan-2-yl)cyclohexyl]-4-(1H-pyrrolo[3,2-c]pyridin-4-yl)benzamide